C(CC)NS(=O)(=O)N=[N+]=[N-] propylsulfamoyl azide